C(CCCC)C1C(CCC1)O 2-PENTYLCYCLOPENTAN-1-OL